2-(((2R,3S,4R,5R)-5-(6-amino-2-chloro-9H-purin-9-yl)-3-ethynyl-3,4-dihydroxytetrahydrofuran-2-yl)methoxy)-2-(4-(1-(2-methoxyethyl)-2-oxo-1,2-dihydropyridin-3-yl)benzyl)malonic acid NC1=C2N=CN(C2=NC(=N1)Cl)[C@H]1[C@@H]([C@@]([C@H](O1)COC(C(=O)O)(C(=O)O)CC1=CC=C(C=C1)C=1C(N(C=CC1)CCOC)=O)(O)C#C)O